C(#N)[C@H](C)NC(=O)C=1N(N=C(C1)C(F)(F)F)C N-[(1S)-1-cyanoethyl]-2-methyl-5-(trifluoromethyl)pyrazole-3-carboxamide